dec-8-ene-3,4-dicarboxylate CCC(C(CCCC=CC)C(=O)[O-])C(=O)[O-]